C1(=CC=CC=C1)C(N)(C(=O)O)C1=CC=CC=C1 α,α-diphenylglycine